N1C=NC=C1CC(C(=O)O)NC(\C=C\C=1N=CNC1)=O 3-(1H-imidazol-5-yl)-2-{[(2E)-3-(1H-imidazol-4-yl)prop-2-enoyl]amino}propanoic Acid